O[C@@H]1C[C@H](C1)N1CC=2N=C(N=CC2C1=O)SC 6-(trans-3-hydroxycyclobutyl)-2-(methylthio)-6,7-dihydro-5H-pyrrolo[3,4-d]pyrimidin-5-one